COC1=C(C=C(C=C1)OC)S(=O)(=O)Cl 2,5-dimethoxybenzenesulfonyl chloride